O[C@H](CN1C[C@@H]2[C@](C1)(C[C@H](C2)OC2=CC=CC=C2)O)C2=NC=C(C=C2)O (3aS,5S,6aR)-2-((R)-2-hydroxy-2-(5-hydroxypyridin-2-yl)ethyl)-5-phenoxyhexahydrocyclopenta[c]pyrrol-3a(1H)-ol